2-(3-(5-amino-6-(1H-1,2,4-triazol-1-yl)pyrazin-2-yl)-4-methylphenyl)-3,3,3-trifluoropropane-1,2-diol NC=1N=CC(=NC1N1N=CN=C1)C=1C=C(C=CC1C)C(CO)(C(F)(F)F)O